(S or R)-1-(4-fluorophenyl)-3-((3-(2-(5-fluorothiophen-2-yl)ethyl)-1-(2-(6-methylpyridin-3-yl)propan-2-yl)pyrrolidin-3-yl)methyl)urea FC1=CC=C(C=C1)NC(=O)NC[C@]1(CN(CC1)C(C)(C)C=1C=NC(=CC1)C)CCC=1SC(=CC1)F |o1:12|